C(#N)N1C[C@@](CCC1)(F)C1=NN=C(O1)C1=CC(=NC=C1)C1=CC(=NC=C1)C#N (R)-4-(5-(1-cyano-3-fluoropiperidin-3-yl)-1,3,4-oxadiazol-2-yl)-[2,4'-bipyridine]-2'-carbonitrile